ClC=1N=CC2=C(N1)C(OC2O)(C(F)(F)F)C 2-chloro-7-methyl-7-(trifluoromethyl)-5H-furo[3,4-d]pyrimidin-5-ol